(R)-2-(1,3-dioxaindolin-2-yl)-4-methyl-N-(5-methylpyridin-2-yl)pentanamide O1C(OC2=CC=CC=C12)[C@H](C(=O)NC1=NC=C(C=C1)C)CC(C)C